FC1=C(C=CC=C1F)CSC1=NC(=CC(=N1)NS(=O)(=O)N1CCC1)N[C@@H](C)[C@H](CO)O N-[2-[(2,3-difluorophenyl)methylsulfanyl]-6-[[(2S,3R)-3,4-dihydroxybutan-2-yl]amino]pyrimidin-4-yl]azetidine-1-sulfonamide